trans-diethyl cyclohexane-1,2-dicarboxylate [C@@H]1([C@@H](CCCC1)C(=O)OCC)C(=O)OCC